C(C)(C)[C@H]1CNC(C=2N1N=C(C2)N2[C@@H](COCC2)C)=O (S)-7-isopropyl-2-((R)-3-methylmorpholino)-6,7-dihydropyrazolo[1,5-a]pyrazin-4(5H)-one